ClC1=C(C=CC=C1Cl)NC(=O)C12C(C(=NO1)C=1C=NC=CC1)C1CCC2C1 N-(2,3-Dichlorophenyl)-3-(pyridin-3-yl)-3a,4,5,6,7,7a-hexahydro-4,7-methanobenzo[d]isoxazole-7a-carboxamide